ClC=1N=CC2=C(C=CC(=C2C1)C=1N(CCC1)C(=O)OC(C)(C)C)N1[C@@H]([C@H](C1)CS(=O)(=O)C)C tert-butyl 2-{3-chloro-8-[(2R,3S)-3-(methanesulfonylmethyl)-2-methylazetidin-1-yl]isoquinolin-5-yl}-4,5-dihydropyrrole-1-carboxylate